ClC=1N=CC=2N3C(N(C2N1)C1CCOCC1)=NC=C3 2-chloro-9-(tetrahydro-2H-pyran-4-yl)-9H-imidazo[2,1-f]Purine